((1s,3r,5R,7S)-3-((2-(5-fluoroisoindolin-2-yl)-2-oxoethyl)amino)adamantan-1-yl)-6-phenylnicotinamide FC=1C=C2CN(CC2=CC1)C(CNC12CC3(C[C@H](C[C@@H](C1)C3)C2)C2=C(C(=O)N)C=CC(=N2)C2=CC=CC=C2)=O